C[C@@H](CC(=O)O)CCC (R)-3-METHYLHEXANOIC ACID